FC(C(=O)O)(F)F.FC1=C(C(=CC(=C1)F)F)S(=O)(=O)NC=1C(=NC=C(C1)C=1C=C2C(=CC=NC2=CC1)N1CCNCC1)OC 2,4,6-Trifluoro-N-(2-methoxy-5-(4-(piperazin-1-yl)quinolin-6-yl)pyridin-3-yl)benzenesulfonamide trifluoroacetate